NC=1C=C2C(=CC(N(C2=CC1)C)=O)NC1(COCC1)C1=NC=CC=N1 6-amino-1-methyl-4-((3-(pyrimidin-2-yl)tetrahydrofuran-3-yl)amino)quinolin-2(1H)-one